O1CCN(CC1)CCC1=C(C(=O)N)C=CC(=C1)NC(CC1=C(C=CC=2N1C=NC2)C2=CC=CC=C2)=O (2-morpholinoethyl)-4-(2-(6-phenylimidazo[1,5-a]pyridin-5-yl)acetamido)benzamide